2-Phenyl-1,3-dioxan-5-one C1(=CC=CC=C1)C1OCC(CO1)=O